4-(1-Methylpiperidin-3-yl)benzo[cd]indol-2(1H)-one CN1CC(CCC1)C=1C=C2C3=C(C(NC3=CC=C2)=O)C1